(S)-1-((R)-(2-((1R,2R)-1-Amino-2-(((R)-1,1,1-trifluoropropan-2-yl)oxy)propyl)-4-fluoro-1H-benzo[d]imidazol-6-yl)(cyclopropyl)methyl)-4-(trifluoromethyl)imidazolidin-2-one hydrochloride Cl.N[C@@H]([C@@H](C)O[C@@H](C(F)(F)F)C)C1=NC2=C(N1)C=C(C=C2F)[C@H](N2C(N[C@@H](C2)C(F)(F)F)=O)C2CC2